N-{[3-(4-{[(3S,4R)-3-fluoro-1-methylpiperidin-4-yl]amino}-1-(2,2,2-trifluoroethyl)-1H-indol-2-yl)-1,2,4-oxadiazol-5-yl]methyl}-2-(4-methoxypiperidin-1-yl)-1,3-thiazole-4-carboxamide F[C@H]1CN(CC[C@H]1NC1=C2C=C(N(C2=CC=C1)CC(F)(F)F)C1=NOC(=N1)CNC(=O)C=1N=C(SC1)N1CCC(CC1)OC)C